C1(CC1)S(=O)(=O)NC1=NC(=CC(=N1)C(C(=O)NC1=C(C=C(C=C1)C1=NC(=CN=C1)OCC)F)(C)C)C(F)(F)F 2-(2-(cyclopropanesulfonylamino)-6-(trifluoromethyl)pyrimidin-4-yl)-N-(4-(6-ethoxypyrazin-2-yl)-2-fluorophenyl)-2-methylpropanamide